BrC1=NC=CC(=C1)N[C@@H]1C[C@H](CC1)OC 2-bromo-N-((1S,3S)-3-methoxycyclopentyl)pyridin-4-amine